[Na].[Na].[Na].FC1(CCN(CC1)C(=O)C=1C=C2C(=NC1)N(C=C2)C2=NC=C(C(=O)NCC)C=C2)F 6-(5-(4,4-difluoropiperidine-1-carbonyl)-1H-pyrrolo[2,3-b]pyridin-1-yl)-N-ethyl-nicotinamide trisodium